2-(chloromethyl)-6-methoxy-1H-indole-1-carboxylate ClCC=1N(C2=CC(=CC=C2C1)OC)C(=O)[O-]